ClC1=C(C=CC(=C1)Cl)C(=C)NC(CC)=O N-(1-(2,4-dichlorophenyl)vinyl)propanamide